FC(C(C)(C)N)(F)F 2,2,2-trifluoro-1,1-dimethylethylamine